ethyl 2-(5-(3-((5-cyano-4-(4-fluorophenyl) thiazol-2-yl) (methyl) amino)-2-ethylimidazo[1,2-a]pyridin-6-yl) pyrazin-2-yl)-2-methylpropionate C(#N)C1=C(N=C(S1)N(C1=C(N=C2N1C=C(C=C2)C=2N=CC(=NC2)C(C(=O)OCC)(C)C)CC)C)C2=CC=C(C=C2)F